NC1=C(C=2C(=NC=C(C2S1)F)C=1C2=C(C=3C=NC(=NC3C1F)OCC1CN(CCC1(F)F)C)COC2)C#N 2-Amino-4-[3-[(4,4-difluoro-1-methyl-3-piperidyl)methoxy]-5-fluoro-7,9-dihydrofuro[3,4-f]quinazolin-6-yl]-7-fluoro-thieno[3,2-c]pyridine-3-carbonitrile